BrC1=CC(=CC(=C1)C1=CC=C(C=C1)C(C)(C)C)C1=CC=C(C=C1)C(C)(C)C 2-bromo-4,6-di(4-tert-butylphenyl)benzene